CC1=C(OC2=NC(=NC(=C2)C2=C(C=CC=C2C)C)NS(=O)(=O)C=2C=NN(C2)C)C(=CC=C1)C N-[4-(2,6-Dimethylphenoxy)-6-(2,6-dimethylphenyl)pyrimidin-2-yl]-1-methyl-pyrazole-4-sulfonamide